ClC=1C=C(C=CC1F)B(O)O 3-chloro-4-fluorophenylboronic acid